CC(CO)(CCCCC(CO)(C)C)C 2,2,7,7-tetramethyl-1,8-octanediol